NC(CC[C@@H](C1=CC=CC=C1)NC(=O)N1CC2=C(C=CC(=C2CC1)C1=CC=C(C=C1)C(F)(F)F)N1CCOCC1)=O (S)-N-(4-Amino-4-oxo-1-phenylbutyl)-8-morpholino-5-(4-(trifluoromethyl)phenyl)-3,4-dihydroisoquinoline-2(1H)-carboxamide